4-amino-N-[(6-chloroimidazo[1,2-a]pyridin-2-yl)methyl]-N',1-dimethyl-N'-pyrimidin-2-yl-pyrazolo[4,3-c]quinoline-8-carbohydrazide NC1=NC=2C=CC(=CC2C2=C1C=NN2C)C(=O)N(N(C2=NC=CC=N2)C)CC=2N=C1N(C=C(C=C1)Cl)C2